N-(4-(1H-1,2,3-triazol-1-yl)benzyl)methacrylamide N1(N=NC=C1)C1=CC=C(CNC(C(=C)C)=O)C=C1